3-(4-((1-cyclopentyl-3-(pyridin-4-yl)-1H-indazol-6-yl)methoxy)phenyl)butanoic acid C1(CCCC1)N1N=C(C2=CC=C(C=C12)COC1=CC=C(C=C1)C(CC(=O)O)C)C1=CC=NC=C1